4-amino-N-(4-(morpholine-4-carbonyl)phenyl)-1H-pyrazole-3-carboxamide NC=1C(=NNC1)C(=O)NC1=CC=C(C=C1)C(=O)N1CCOCC1